2,3-dichloro-trifluoromethyl-pyridine ClC1=NC=CC(=C1Cl)C(F)(F)F